C(C)N1C=C(C=2C(=CC=CC12)O)CC(C)NC 1-Ethyl-3-(2-(methylamino)propyl)indol-4-ol